(((3-(3-(Dimethylamino)-N-methylpropanamido)pentane-1,5-diyl)bis(oxy))bis(2-oxoethane-2,1-diyl))bis(propane-2,1,3-triyl) tetranonanoate C(CCCCCCCC)(=O)OCC(COC(CCCCCCCC)=O)CC(=O)OCCC(CCOC(CC(COC(CCCCCCCC)=O)COC(CCCCCCCC)=O)=O)N(C(CCN(C)C)=O)C